1-(2-(5-(3-(methylamino)phenyl)-1H-imidazol-2-yl)piperidin-1-yl)-2-(methylthio)propan-1-one CNC=1C=C(C=CC1)C1=CN=C(N1)C1N(CCCC1)C(C(C)SC)=O